CCCCCCC(CO)O CAPRYLYL GLYCOL